CC1C(=C(C=2C(C(C(C(C12)C)C)C)C)C)[Ti](C)(C)C 1,3,4,5,6,7-hexamethyl-4,5,6,7-tetrahydroindenyl-trimethyltitanium